C(CC)(=S)OCC1=CC=CO1 furfuryl thiopropionate